6-chloro-8-methyl-1,5-naphthyridin-4-ol ClC=1N=C2C(=CC=NC2=C(C1)C)O